C(C)(C)N1CCC(CC1)NC(C)=O N-(1-isopropylpiperidin-4-yl)acetamide